OC1=C(C=C(CC2=CC=C(C3=CC=CC=C23)OCC(=O)OCC)C=C1)C(C)C ethyl 2-((4-(4-hydroxy-3-isopropylbenzyl)naphthalen-1-yl)oxy)acetate